ClC1=CC=C(CN2N=C3C4=C(CCC3=C2)OC(=C4C)C(=O)NCC=4SC=CC4)C=C1 2-(4-chlorobenzyl)-8-methyl-N-(2-thienylmethyl)-4,5-dihydro-2H-furo[2,3-g]indazole-7-carboxamide